C1(CC1)C=1C=NC=2CCNCC2C1 3-cyclopropyl-5,6,7,8-tetrahydro-1,6-naphthyridine